O[C@@H](CONC(C1=C(C(=C(C=C1)F)F)NC1=C(C=C(C=C1)I)F)=O)CO N-((R)-2,3-dihydroxypropoxy)-3,4-difluoro-(2-fluoro-4-iodo-phenylamino)-benzamide